C1(=CC=CC2=CC=CC=C12)C1=CC=C(C=C1)C1=CC(=CC2=C1N=C(O2)C2=CC=C(C=C2)C2=CC=C(C=C2)C#N)C2=CC=C(C=C2)C2=CC=CC1=CC=CC=C21 4,6-bis(4-naphthalen-1-yl-phenyl)-2-(4'-cyano-biphenyl-4-yl)-benzoxazole